2-(4-methoxystyryl)-1,3,5-triazine COC1=CC=C(C=CC2=NC=NC=N2)C=C1